BrC=1C(=NC=C(C1)Cl)F 3-bromo-5-chloro-2-fluoro-pyridine